1-((1,4-dimethyl-1H-benzo[d][1,2,3]triazol-5-yl)(3-(((R)-2-ethyl-2,3-dihydro-[1,4]oxazepino[7,6-g]quinolin-4(5H)-yl)methyl)-4-methylphenyl)methyl)cyclopentane-1-carboxylic Acid CN1N=NC2=C1C=CC(=C2C)C(C2(CCCC2)C(=O)O)C2=CC(=C(C=C2)C)CN2C[C@H](OC1=CC=3C=CC=NC3C=C1C2)CC